2-(hydroxymethyl)-7-(4-morpholinophenyl)spiro[pyrrolo[2,3-d]pyrimidine-5,4'-tetrahydropyran]-6-one OCC=1N=CC2=C(N1)N(C(C21CCOCC1)=O)C1=CC=C(C=C1)N1CCOCC1